6-chloro-7-(5-chloro-2,4-difluorophenyl)-8-iodoquinazoline-2,4(1H,3H)-dione ClC=1C=C2C(NC(NC2=C(C1C1=C(C=C(C(=C1)Cl)F)F)I)=O)=O